ClC1=C(C=NC(=C1)Cl)OC[C@](CC(C)C)(N)C (S)-1-((4,6-dichloropyridin-3-yl)oxy)-2,4-dimethylpentan-2-amine